tert-butyl 2-(1H-benzo[d]imidazol-2-yl)piperidine-1-carboxylate N1C(=NC2=C1C=CC=C2)C2N(CCCC2)C(=O)OC(C)(C)C